CC(C)C(CC)(CC)CC 2-methyl-3,3-diethylpentane